S(=O)(=O)(O)C(C(=O)NO)CC(=O)N sulfo-N-hydroxysuccinamide